5-methylpentane-1,2-dithiol CCCCC(CS)S